2-(4-hydroxyphenyl)-2-(4'-methoxyphenyl)propane OC1=CC=C(C=C1)C(C)(C)C1=CC=C(C=C1)OC